ClC1=CC2=C(N(C(N=C2N2[C@H](CN([C@@H](C2)C)C(C=C)=O)C)=O)C=2C(=NC=CC2C)C(C)C)N=C1C1=C(C(=O)N(C)C)C=CC=C1 (M)-2-[6-Chloro-4-[(2S,5R)-2,5-dimethyl-4-prop-2-enoyl-piperazin-1-yl]-1-(2-isopropyl-4-methyl-3-pyridyl)-2-oxo-pyrido[2,3-d]pyrimidin-7-yl]-N,N-dimethyl-benzamide